4-(acetylamino)-3-[(aminoacetyl)amino]benzoic acid C(C)(=O)NC1=C(C=C(C(=O)O)C=C1)NC(CN)=O